C(\C=C\CCCCC)(=O)OC METHYL TRANS-2-OCTENOATE